(E)-2-(4-(6-(methylamino)pyridin-3-yl)but-1-en-3-yn-1-yl)benzo[d]thiazole CNC1=CC=C(C=N1)C#C/C=C/C=1SC2=C(N1)C=CC=C2